CN(CCC[SiH2]C(OCC)OCC)C (3-dimethylaminopropyl)diethoxymethylsilane